ClC1=CC=C2C(=CNC2=C1)S(=O)(=O)NC1=NC(=C(C=C1F)OC(F)F)F 6-chloro-N-[5-(difluoromethoxy)-3,6-difluoropyridin-2-yl]-1H-indole-3-sulfonamide